(R)-3-(6'-hydroxy-2',4',6'-trimethyl-7'-oxo-6',7'-dihydrospiro[cyclopropane-1,5'-inden]-3'-yl)propyl [1,4'-bipiperidine]-1'-carboxylate N1(CCCCC1)C1CCN(CC1)C(=O)OCCCC1=C(C=C2C([C@](C3(C(=C12)C)CC3)(C)O)=O)C